[Si](C)(C)(C(C)(C)C)OCC(CCCOC(C1=CC=CC=C1)=O)O[Si](C1=CC=CC=C1)(C1=CC=CC=C1)C(C)(C)C [5-[tert-butyl(dimethyl)silyl]oxy-4-[tert-butyl(diphenyl)silyl]oxy-pentyl]benzoate